FC1=NNC=C1C(=O)NCC#CC1=NN2C(C=CC=C2N[C@H]2[C@H](CN(CC2)C)F)=C1CC(F)(F)F 3-fluoro-N-[3-(7-{[(3S,4R)-3-fluoro-1-methylpiperidin-4-yl]amino}-3-(2,2,2-trifluoroethyl)pyrazolo[1,5-a]pyridin-2-yl)prop-2-yn-1-yl]-1H-pyrazole-4-carboxamide